(9H-fluoren-9-yl)methyl (hydroxymethyl)carbamate OCNC(OCC1C2=CC=CC=C2C=2C=CC=CC12)=O